(2S)-5-([1,1'-biphenyl]-4-yl)pyrrolidine-2-carboxylic acid methyl ester COC(=O)[C@H]1NC(CC1)C1=CC=C(C=C1)C1=CC=CC=C1